C(CCCCCC(C)C)OC(=O)C1C(CCCC1)C(=O)OCCCCCCC(C)C Diisononylcyclohexan-1,2-dicarboxylat